ethyl 4-ethoxy-1H-imidazole-5-carboxylate C(C)OC=1N=CNC1C(=O)OCC